NC1=C(C=C(C=2OCOC21)O)C(=O)OC Methyl 4-amino-7-hydroxybenzo[d][1,3]dioxole-5-carboxylate